NC1=NC(=CC(=N1)N1CCC2(C[C@H](NC2)C(=O)OCCCCCCCC)CC1)O[C@@H](C(F)(F)F)C1=C(C=C(C=C1)Cl)N1N=C(C=C1)C (S)-Octyl 8-(2-amino-6-((R)-1-(4-chloro-2-(3-methyl-1H-pyrazol-1-yl)phenyl)-2,2,2-trifluoroethoxy)pyrimidin-4-yl)-2,8-diazaspiro[4.5]decane-3-carboxylate